propane chloride salt [Cl-].CCC